C(=O)(O)CCC(NC(CCCCC(OCC1=CC=CC=C1)=O)=O)C(NC(C(NC(C(=O)O)CC(C)C)=O)CCC(=O)O)=O 10,13-bis(2-carboxyethyl)-16-isobutyl-3,8,11,14-tetraoxo-1-phenyl-2-oxa-9,12,15-triazaheptadecan-17-oic acid